FC(C(C)(C)O)C1(OC2=C(C1)C=C(C(=C2)N2CCOCC2)NC(=O)C=2C=NN1C2N=CC=C1)C N-(2-(1-fluoro-2-hydroxy-2-methylpropyl)-2-methyl-6-morpholino-2,3-dihydrobenzofuran-5-yl)pyrazolo[1,5-a]pyrimidine-3-carboxamide